6-(4-methoxy-3-(pyrrolidin-1-yl)benzyl)-5-methyl-2-phenyl-3-(piperidin-1-yl)pyrazolo[1,5-a]pyrimidin-7(4H)-one COC1=C(C=C(CC2=C(NC=3N(C2=O)N=C(C3N3CCCCC3)C3=CC=CC=C3)C)C=C1)N1CCCC1